N-(2-ethyl-5-methylbenzyl)-5-fluoro-1-methyl-1H-pyrazole-4-carboxamid C(C)C1=C(CNC(=O)C=2C=NN(C2F)C)C=C(C=C1)C